(S)-5-(((3-fluoro-5-methoxy-2',2''-dimethyl-3''-(pyrido[3,4-b]pyrazin-8-ylamino)-[1,1':3',1''-terphenyl]-4-yl)methyl)amino)piperidin-2-one FC=1C=C(C=C(C1CN[C@H]1CCC(NC1)=O)OC)C1=C(C(=CC=C1)C1=C(C(=CC=C1)NC1=CN=CC2=NC=CN=C21)C)C